2-formyl-3-[(4-methoxyphenyl)methoxy]-5-methylphenoxyacetic acid C(=O)C1=C(OCC(=O)O)C=C(C=C1OCC1=CC=C(C=C1)OC)C